6-(naphthalen-1-ylmethyl)pyrimidine-2,4(1H,3H)-dione C1(=CC=CC2=CC=CC=C12)CC1=CC(NC(N1)=O)=O